P(=O)(OC1=C2C(=CNC2=CC=C1)CCN(C)C)(O)O 3-(2-(dimethylamino) ethyl)-1H-indol-4-yl dihydrogen phosphate